BrC1=NN(C(=N1)Br)C1COCC1 3,5-dibromo-1-(oxacyclopent-3-yl)-1,2,4-triazole